[Na+].C(P([O-])([O-])=O)P([O-])([O-])=O.[Na+].[Na+].[Na+] methylenebisphosphonic acid sodium salt